C[C@@H]1O[C@@H](CN(C1)C1=CC(=CC(=N1)C1=NC2=CC(=NC=C2C=C1)CNC(C1=CC=C(C=C1)S(=O)(=O)CCO)=O)F)C N-((2-(6-((cis)-2,6-dimethylmorpholino)-4-fluoropyridin-2-yl)-1,6-naphthyridin-7-yl)methyl)-4-((2-hydroxyethyl)sulfonyl)benzamide